Cl.[Cl-].NCCOC(=O)OC[N+]1=C(N(C=C1)CC1CCC=2N(C3=CC=CC=C3C2C1=O)C)C 3-[[[(2-aminoethoxy)carbonyl]oxy]methyl]-2-methyl-1-[(2,3,4,9-tetrahydro-9-methyl-4-oxo-1H-carbazol-3-yl)methyl]-1H-imidazolium chloride hydrochloride